C(CCCCC)C(C(=O)O[C@@H]1[C@@H](OC[C@H]1OC(C(CCCCCCCC)CCCCCC)=O)COC(CCCN(C)C)=O)CCCCCCCC (2S,3R,4R)-2-(((4-(dimethylamino)butanoyl) oxy)methyl)tetrahydrofuran-3,4-diyl bis(2-hexyldecanoate)